C(C)(C)(C)OC(NCC(=O)N1[C@@H](CC(C1)(F)F)C#N)=O (S)-2-(2-cyano-4,4-difluoropyrrolidin-1-yl)-2-oxoethylcarbamic acid tert-butyl ester